CN(C(=S)S(=O)(=O)CCCC(=O)O)C 4-{[(dimethylamino)thiocarbonyl]sulfonyl}butyric acid